5-fluorobenzol FC=1C=CC=CC1